4-amino-2-methyl-butan-1-ol NCCC(CO)C